1-(2,5-dimethylphenyl)-2-(1H-imidazol-1-yl)ethan-1-one CC1=C(C=C(C=C1)C)C(CN1C=NC=C1)=O